N1(C=NC=C1)CCC(C)N1N=CC(=C1)C1=C2C(=NC=C1)NC=C2 4-[1-(3-Imidazol-1-yl-1-methyl-propyl)-1H-pyrazol-4-yl]-1H-pyrrolo[2,3-b]pyridine